tert-butyl (2S)-2-[4-bromo-6-(methylcarbamoyl)indoline-1-carbonyl]pyrrolidine-1-carboxylate BrC1=C2CCN(C2=CC(=C1)C(NC)=O)C(=O)[C@H]1N(CCC1)C(=O)OC(C)(C)C